FC=1C=C(C=CC1F)N1C(CCCC12CCN(CC2)C2=NC(=NC(=C2)C(F)(F)F)C(C)(C)O)=O 1-(3,4-difluorophenyl)-9-(2-(2-hydroxyprop-2-yl)-6-(trifluoromethyl)pyrimidin-4-yl)-1,9-diazaspiro[5.5]Undecan-2-one